9,9',9'',9'''-(4-(4,6-diphenyl-1,3,5-triazin-2-yl)-6-(pyridin-3-yl)benzene-1,2,3,5-tetrayl)tetrakis(3,6-dimethyl-9H-carbazole) C1(=CC=CC=C1)C1=NC(=NC(=N1)C1=CC=CC=C1)C1=C(C(=C(C(=C1N1C2=CC=C(C=C2C=2C=C(C=CC12)C)C)C=1C=NC=CC1)N1C2=CC=C(C=C2C=2C=C(C=CC12)C)C)N1C2=CC=C(C=C2C=2C=C(C=CC12)C)C)N1C2=CC=C(C=C2C=2C=C(C=CC12)C)C